1-(5-(2,4-difluorophenyl)-1-((3-fluorophenyl)sulfonyl)-4-methoxy-1H-pyrrol-3-yl)-N-methylmethylamine hippurate C(CNC(=O)C1=CC=CC=C1)(=O)O.FC1=C(C=CC(=C1)F)C1=C(C(=CN1S(=O)(=O)C1=CC(=CC=C1)F)CNC)OC